Butyl 5-methoxy-4-((2-(4-(methoxycarbonyl)phenyl)piperazin-1-yl)methyl)-7-methyl-1H-indole-1-carboxylate COC=1C(=C2C=CN(C2=C(C1)C)C(=O)OCCCC)CN1C(CNCC1)C1=CC=C(C=C1)C(=O)OC